C(C1=CC=CC=C1)C=1NC(=NN1)C(=O)N[C@H]1C(N(C=2C=CC=C3C(=CN(C23)C1)C1=C(C=CC=C1OC)OC)C)=O |r| (±)-5-benzyl-N-(7-(2,6-dimethoxyphenyl)-1-methyl-2-oxo-1,2,3,4-tetrahydro-[1,4]diazepino[3,2,1-hi]indol-3-yl)-4H-1,2,4-triazole-3-carboxamide